7-oxospiro[5H-cyclopenta[b]pyridine-6,4'-piperidine]-1'-carboxylic acid tert-butyl ester C(C)(C)(C)OC(=O)N1CCC2(CC1)CC=1C(=NC=CC1)C2=O